BrC1=CC(=NC=C1)C(F)F 4-bromo-2-(difluoromethyl)pyridine